C(C)(C)(C)OC(=O)N[C@@H](CC(=O)OCC)C1=C(C(=CC(=C1)B1OC(C(O1)(C)C)(C)C)C(F)(F)F)F ethyl (3S)-3-[(tert-butoxycarbonyl)amino]-3-[2-fluoro-5-(4,4,5,5-tetramethyl-1,3,2-dioxaborolan-2-yl)-3-(trifluoromethyl)phenyl]propanoate